[N+](=O)([O-])C1=CC(=C(C=C1)OCC1=CC=C(C=C1)C(F)(F)F)C(F)(F)F 4-nitro-2-(trifluoromethyl)-1-((4-(trifluoromethyl)benzyl)oxy)benzene